2-(4-((4-([1,4':1',4''-terpiperidin]-1''-yl)-6-(methylsulfinyl)quinolin-3-yl)sulfonyl)phenoxy)-N,N-diethylethanamine N1(CCCCC1)C1CCN(CC1)C1CCN(CC1)C1=C(C=NC2=CC=C(C=C12)S(=O)C)S(=O)(=O)C1=CC=C(OCCN(CC)CC)C=C1